C(C)(C)(C)OC(=O)N1CCN(CC1)C[B-](F)(F)F.[K+] potassium (4-[(tert-butoxy)carbonyl]piperazin-1-ylmethyl)trifluoroboranuide